20-(linoleyloxy)eicosanoic acid C(CCCCCCC\C=C/C\C=C/CCCCC)OCCCCCCCCCCCCCCCCCCCC(=O)O